2-(1-(2-(6-chloroimidazo[1,2-a]pyridin-3-yl)pyrimidin-4-yl)piperidin-3-yl)-2-methylpropanamide ClC=1C=CC=2N(C1)C(=CN2)C2=NC=CC(=N2)N2CC(CCC2)C(C(=O)N)(C)C